tert-butyl 4-(hydroxymethyl)-4-(2-pyridylmethyl)piperidine-1-carboxylate OCC1(CCN(CC1)C(=O)OC(C)(C)C)CC1=NC=CC=C1